(R)-2,2-dimethyl-1,3-dioxane-4-carbaldehyde CC1(OCC[C@@H](O1)C=O)C